ClC1=C(C=CC=C1)NC1=C(C(=O)N)C=CC(=N1)C1CC1 2-((2-Chlorophenyl)amino)-6-cyclopropyl-nicotinamide